O=C1NC(CCC1N1C(C2=CC=C(C=C2C1=O)N1CCN(CC1)CC#CCCOCC=O)=O)=O 2-[5-[4-[2-(2,6-dioxo-3-piperidyl)-1,3-dioxo-isoindolin-5-yl]Piperazin-1-yl]Pent-3-ynyloxy]Acetaldehyde